FC1(CN(CC[C@H]1NC1=NN2C(C(=N1)OC)=C(C=C2)C=2C=C1C=CC=NC1=C(C2)F)C2COC2)F (R)-N-(3,3-difluoro-1-(oxetan-3-yl)piperidin-4-yl)-5-(8-fluoroquinolin-6-yl)-4-methoxypyrrolo[2,1-f][1,2,4]triazin-2-amine